C(C)(C)(C)OC(=O)N1CCC(CC1)N1C(NC2=C1C=CC=C2CCO)=O 4-[4-(2-hydroxyethyl)-2-oxo-2,3-dihydro-1H-1,3-benzodiazol-1-yl]piperidine-1-carboxylic acid tert-butyl ester